C1(CC2=CC=CC3=CC=CC1=C23)=O acenaphthenone